CN1CC(C1)(C)C(O)(C1=CC=C(C=C1)OC(F)(F)F)C1=CC(=CC=C1)C1=NOC(=N1)C (1,3-Dimethyl-azetidin-3-yl)-[3-(5-methyl-[1,2,4]oxadiazol-3-yl)-phenyl]-(4-trifluoromethoxy-phenyl)-methanol